1-vinyl-3-cyanomethylimidazole bromide salt [Br-].C(=C)N1CN(C=C1)CC#N